1-methyl-7-(1H-pyrazol-5-yl)-N-(4-((trifluoromethyl)thio)phenyl)indoline-5-carboxamide CN1CCC2=CC(=CC(=C12)C1=CC=NN1)C(=O)NC1=CC=C(C=C1)SC(F)(F)F